myristyl alcohol isostearate C(CCCCCCCCCCCCCCC(C)C)(=O)OCCCCCCCCCCCCCC